N3-Benzyl-N3-methyl-9H-pyrido[3,4-b]indole-1,3-dicarboxamide C(C1=CC=CC=C1)N(C(=O)C1=CC2=C(NC3=CC=CC=C23)C(=N1)C(=O)N)C